(S)-7-(pyrrolidin-1-yl)-6,7,8,9-tetrahydro-5H-benzo[7]annulen-2-amine N1(CCCC1)[C@H]1CCC2=C(CC1)C=C(C=C2)N